1-[5-(trifluoromethyl)pyridin-2-yl]azetidine-3-carboxamide FC(C=1C=CC(=NC1)N1CC(C1)C(=O)N)(F)F